C(C)(=O)N[C@H](C(=O)O)CC1=CC=CC=C1 (S)-2-acetylamino-3-phenylpropionic acid